5,5'-((3r,3'r)-(pyridine-3,5-diylbis(oxy))bis(pyrrolidine-3,1-diyl))bis(4-chloro-2-(tetrahydro-2H-pyran-2-yl)pyridazin-3(2H)-one) N1=CC(=CC(=C1)O[C@H]1CN(CC1)C1=C(C(N(N=C1)C1OCCCC1)=O)Cl)O[C@H]1CN(CC1)C1=C(C(N(N=C1)C1OCCCC1)=O)Cl